erbium silicate [Si]([O-])([O-])([O-])[O-].[Er+3].[Si]([O-])([O-])([O-])[O-].[Si]([O-])([O-])([O-])[O-].[Er+3].[Er+3].[Er+3]